C(=O)O.C(C)C1=CC=C2C(=N1)N(N=N2)C2=CC(=C(C(=O)N([C@H]1CNCCC1)C1=NC=CC3=CC=CC(=C13)C)C=C2)F (R)-4-(5-ethyl-3H-[1,2,3]triazolo[4,5-b]pyridin-3-yl)-2-fluoro-N-(8-methylisoquinolin-1-yl)-N-(piperidin-3-yl)benzamide formic acid salt